methyl 5-((3-chloro-5-(4-(2,6-difluorobenzyl)-5-oxo-4,5-dihydro-1H-1,2,4-triazol-1-yl)pyridin-2-yl)oxy)-4-methylthiazole-2-carboxylate ClC=1C(=NC=C(C1)N1N=CN(C1=O)CC1=C(C=CC=C1F)F)OC1=C(N=C(S1)C(=O)OC)C